(3,4-dicarboxyphenoxy)phenylfluorene C(=O)(O)C=1C=C(OC2=C(C=3CC4=CC=CC=C4C3C=C2)C2=CC=CC=C2)C=CC1C(=O)O